6-(2-chlorophenyl)-2-[(2,4,4-trimethyl-1,2,3,4-tetrahydroisoquinolin-7-yl)amino]imidazo[1,2-a]pyrimido[5,4-e]pyrimidine-5(6H)-thione ClC1=C(C=CC=C1)N1C=2N(C3=C(C1=S)C=NC(=N3)NC3=CC=C1C(CN(CC1=C3)C)(C)C)C=CN2